Cl.ClC=1C=CC=C2C=CC=C(C12)C1C=2C(=C(N=C(C2CCN1)N1CCNCC1)N1CCOCC1)C#N (8-chloronaphthalen-1-yl)-3-morpholino-1-(piperazin-1-yl)-5,6,7,8-tetrahydro-2,6-naphthyridine-4-carbonitrile hydrochloride